ClC1=CC2=C(N(C(C(N2C)=O)=O)C2CCN(CC2)C(CC2=CC=C(C=C2)OC(F)(F)F)=O)N=C1 7-chloro-1-methyl-4-(1-(2-(4-(trifluoromethoxy)phenyl)acetyl)piperidin-4-yl)-1,4-dihydropyrido[2,3-b]pyrazine-2,3-dione